O1SCOS1 1,4,2,5-dioxadithiolan